BrC1=CC=CC=2N1N=C(C2)C#CCNC2=C(C=C(C(=O)NC)C=C2)OC 4-((3-(7-Bromopyrazolo[1,5-a]pyridin-2-yl)prop-2-yn-1-yl)amino)-3-methoxy-N-methylbenzamide